tert-butyl (6-((2-(dimethylamino)ethyl)(methyl)amino)pyridin-2-yl)carbamate CN(CCN(C1=CC=CC(=N1)NC(OC(C)(C)C)=O)C)C